NCCCOC1=C(CN2N=C(C3=CC=CC=C23)NC2=NC(=NC(=C2)Cl)Cl)C=CC(=C1)F (2-(3-aminopropoxy)-4-fluorobenzyl)-N-(2,6-dichloropyrimidin-4-yl)-1H-indazol-3-amine